7-[5-[[1-[2-(aminomethyl)-3,3-difluoro-allyl]-5-oxo-1,2,4-triazol-4-yl]methyl]-2-thienyl]-4-methyl-1,4-benzoxazin-3-one NCC(CN1N=CN(C1=O)CC1=CC=C(S1)C1=CC2=C(N(C(CO2)=O)C)C=C1)=C(F)F